NC1=NC2=C(N1C(CCCCNC(OC(C)(C)C)=O)CC)C(=CC=C2)C(N(C)C)=O tert-butyl (5-(2-amino-7-(dimethylcarbamoyl)-1H-benzo[d]imidazol-1-yl)heptyl)carbamate